C(C)(=O)OC1=CC(=CC=2N[C@H]([C@@H]3CC[C@H](C[C@H]3C12)O)C)O[C@@H](CCCC1=CC=CC=C1)C (-)-(6S,6aR,9R,10aR)-5,6,6a,7,8,9,10,10a-octahydro-6-methyl-l-3-[(R)-1-methyl-4-phenylbutoxy]-1,9-phenanthridinediol 1-acetate